2-(3-sulfonyl-phenyl)-5-mercaptotetrazole S(=O)(=O)=C1CC(=CC=C1)N1N=C(N=N1)S